OCCN(CCCCCCCC(=O)OC(CCCCCCCC)CCCCCCCC)CCCCCC(OCCCCCCCCCCC)=O heptadecan-9-yl 8-((2-hydroxyethyl)(6-oxo-6-(undecyloxy)hexyl)-amino)octanoate